ClC1=C(C=CC=C1)NC(COCC1=C(C=CC=C1)O)=O N-(2-chlorophenyl)-2-(2-hydroxybenzyloxy)acetamide